1-Cyclopentyl-6-{[2-(hydroxymethyl)phenoxy]methyl}-1H-pyrazolo[3,4-d]-pyrimidin-4(5H)-one C1(CCCC1)N1N=CC2=C1N=C(NC2=O)COC2=C(C=CC=C2)CO